OC1(C2=NN=C(C3=C(C=C(C(N(CCCCCC1)C)=N3)S(=O)(=O)C)NC(OC(C)(C)C)=O)O2)C(F)(F)F tert-butyl N-[6-hydroxy-13-methyl-15-methylsulfonyl-6-(trifluoromethyl)-19-oxa-3,4,13,18-tetrazatricyclo[12.3.1.12,5]nonadeca-1(17),2,4,14(18),15-pentaen-17-yl]carbamate